ClC1=C(C=CC=C1COC1=NC(=C(C=O)C=C1Br)OCC[Si](C)(C)C)C1=C(C(=CC=C1)COC1=NC(=C(C=O)C=C1Br)OCC[Si](C)(C)C)Cl 6,6'-(((2,2'-Dichloro-[1,1'-biphenyl]-3,3'-diyl)bis(methylene))bis(oxy))bis(5-bromo-2-(2-(trimethylsilyl)ethoxy)nicotinaldehyde)